FC1(CCC(CC1)N(C(OC(C)(C)C)=O)C1=NC(=NC(=C1)N1CC2(COC2)C1)S(=O)(=O)C)F tert-butyl (4,4-difluorocyclohexyl)(2-(methylsulfonyl)-6-(2-oxa-6-azaspiro[3.3]heptan-6-yl)pyrimidin-4-yl)carbamate